ClC1=CC2=C(N=C(S2)NC(CCCCCCNC(C(C(F)(F)F)(O)O)=O)=O)C=C1 N-(6-chlorobenzo[d]thiazol-2-yl)-7-(3,3,3-trifluoro-2,2-dihydroxypropanamido)heptanamide